Ethyl (4-(4-amino-3-(methylthio)phenoxy)pyridin-2-yl)carbamate Hydrochloride Cl.NC1=C(C=C(OC2=CC(=NC=C2)NC(OCC)=O)C=C1)SC